C(C(C)=C)[Ni]Cl methallylnickel (II) chloride